C(C1=CC=CC=C1)O[C@H](COC(C1=CC=CC=C1)(C1=CC=CC=C1)C1=CC=CC=C1)C {[(2S)-2-(benzyloxy)propoxy]diphenylmethyl}benzene